(4S)-4-{4-[4-(Dibutoxymethyl)piperidin-1-yl]-5-fluoro-2-methoxyphenyl}-3,3-diethylazetidin-2-one C(CCC)OC(C1CCN(CC1)C1=CC(=C(C=C1F)[C@H]1C(C(N1)=O)(CC)CC)OC)OCCCC